3-Amino-6-(3,3-difluoropropyl)-4-(7-fluoro-1H-indazol-4-yl)-1H-1,7-phenanthrolin-2-one NC=1C(NC2=C3C=CC=NC3=C(C=C2C1C1=C2C=NNC2=C(C=C1)F)CCC(F)F)=O